OC=1C=C(C=CC1N)C1=CC(=C(C=C1)N)F 3-hydroxy-3'-fluoro-4,4'-biphenyldiamine